N-(5-(((3-(4-chlorophenyl)-1,2,4-oxadiazol-5-yl)methyl)thio)-1,3,4-thiadiazol-2-yl)benzamide ClC1=CC=C(C=C1)C1=NOC(=N1)CSC1=NN=C(S1)NC(C1=CC=CC=C1)=O